ClC1=CC(=CC=2CN[C@@H](COC21)C)N2C=CC1=CC(=CC=C21)F (3R)-9-chloro-7-(5-fluoroindol-1-yl)-3-methyl-2,3,4,5-tetrahydro-1,4-benzoxazepine